(R) or (S)-2-((S)-1,2-dihydroxypropan-2-yl)-N'-((2,4,5,6-tetrahydro-1H-cyclobuta[f]inden-3-yl)carbamoyl)thiazole-5-sulfonimidamide OC[C@](C)(O)C=1SC(=CN1)[S@@](=O)(N)=NC(NC1=C2C(=CC=3CCCC13)CC2)=O |o1:10|